FC1=C(COC2=C(C(N(C(=C2)C)C=2C=C(C(=O)NCCCO)C=CC2F)=O)Cl)C=CC(=C1)F 3-(4-(2,4-difluorobenzyloxy)-3-chloro-6-methyl-2-oxopyridin-1(2H)-yl)-4-fluoro-N-(3-hydroxypropyl)benzamide